C(C)(=O)NC(C(=O)O)CC=1N=CSC1 2-acetamido-3-(thiazol-4-yl)propionic acid